Tetrahydrofuran-3-ylmethanesulfonate O1CC(CC1)CS(=O)(=O)[O-]